CC1C(=C(CC=C1C)C(=O)O)C(=O)O 3,4-dimethyl-1,4-cyclohexadiene-1,2-dicarboxylic acid